FC(C[C@@H](C(=O)N1[C@@H](C[C@H](C1)O)C(NCC1=CC=C(C=C1)C1=C(N=CS1)C)=O)NC(OCC1C2=CC=CC=C2C=2C=CC=CC12)=O)(F)F (9H-fluoren-9-yl)methyl ((S)-4,4,4-trifluoro-1-((2S,4R)-4-hydroxy-2-((4-(4-methylthiazol-5-yl)benzyl)carbamoyl)pyrrolidin-1-yl)-1-oxobutan-2-yl)carbamate